N[C@H](CC=1C=C2C(=NC(=NN2C1Cl)Cl)NCC=1SC=CC1)CC1CC1 (S)-6-(2-amino-3-cyclopropylpropyl)-2,7-dichloro-N-(thiophen-2-ylmethyl)pyrrolo[2,1-f][1,2,4]triazin-4-amine